5-fluoro-2-methyl-1-(piperidin-4-yl)-1H-benzo[d]imidazole hydrochloride Cl.FC1=CC2=C(N(C(=N2)C)C2CCNCC2)C=C1